dimethylaminomolybdenum CN(C)[Mo]